BrC1=NC=CC(=C1)[C@H](CC(=O)OCC)N[S@](=O)C(C)(C)C Ethyl (S)-3-(2-bromopyridin-4-yl)-3-(((R)-tert-butylsulfinyl)amino)propanoate